((2-(((3S,6S,10aS)-5-oxo-3-(3-(pyridin-3-yl)azetidine-1-carbonyl)decahydropyrrolo[1,2-a]azocin-6-yl)carbamoyl)benzo[b]thiophen-5-yl)methyl)phosphonic acid O=C1[C@H](CCCC[C@@H]2N1[C@@H](CC2)C(=O)N2CC(C2)C=2C=NC=CC2)NC(=O)C2=CC1=C(S2)C=CC(=C1)CP(O)(O)=O